2-(4-(9,9-dimethyl-9H-fluoren-2-yl)phenyl)-5-phenyl-1,3,4-oxadiazole CC1(C2=CC=CC=C2C=2C=CC(=CC12)C1=CC=C(C=C1)C=1OC(=NN1)C1=CC=CC=C1)C